1-[(3R)-3-aminopyrrolidin-1-yl]-2-methylpropan-2-ol N[C@H]1CN(CC1)CC(C)(O)C